5,6-difluoro-3-(trifluoromethyl)-5,6-dihydro-1H-cyclopenta[c]pyrazol-4-one FC1C(C2=C(NN=C2C(F)(F)F)C1F)=O